sodium 2-(1,1-diphenylpropan-2-yl)-5-methoxy-1-methyl-6-oxo-1,6-dihydropyrimidine-4-carboxylate C1(=CC=CC=C1)C(C(C)C=1N(C(C(=C(N1)C(=O)[O-])OC)=O)C)C1=CC=CC=C1.[Na+]